(3s,4r)-1-[2-cyano-3-fluoro-4-(trifluoromethyl)phenyl]-3,6-difluoro-4-hydroxy-3,4-dihydro-2H-quinoline-8-carbonitrile C(#N)C1=C(C=CC(=C1F)C(F)(F)F)N1C[C@@H]([C@@H](C2=CC(=CC(=C12)C#N)F)O)F